C[C@H]1OCC[C@H](C1)N1C(=NC=2C=NC=3C=CC(=CC3C21)C(F)(F)F)CC=2N=NN(C2)C 1-[(2R,4R)-2-Methyltetrahydro-2H-pyran-4-yl]-2-[(1-methyl-1H-1,2,3-triazol-4-yl)methyl]-8-(trifluoromethyl)-1H-imidazo[4,5-c]chinolin